1-(4-(tert-butyl)phenyl)hydrazine-1,2-dicarboxylic acid diethyl ester C(C)OC(=O)N(NC(=O)OCC)C1=CC=C(C=C1)C(C)(C)C